OCCCCCNCCCCCCOC(CCCC(CCCCCC)CCCC)=O.FC=1C=C(CC=2C(OC3=CC(=CC=C3C2C)OCC(CN2CCC(CC2)C(=O)N)O)=O)C=CC1 1-(3-((3-(3-fluorobenzyl)-4-methyl-2-oxo-2H-chromen-7-yl)oxy)-2-hydroxypropyl)piperidine-4-carboxamide 6-((5-hydroxypentyl)amino)hexyl-5-butyl-undecanoate